7-[5-(4,6-dimethylpyrazolo[1,5-a]pyrazin-2-yl)-7-fluoro-indazol-2-yl]-4-azaspiro[2.5]octane-4-carboxylic acid tert-butyl ester C(C)(C)(C)OC(=O)N1C2(CC2)CC(CC1)N1N=C2C(=CC(=CC2=C1)C1=NN2C(C(=NC(=C2)C)C)=C1)F